(E)-1-(2-Hexoxy-6-hydroxyphenyl)-3-(4-pentoxyphenyl)prop-2-en-1-one C(CCCCC)OC1=C(C(=CC=C1)O)C(\C=C\C1=CC=C(C=C1)OCCCCC)=O